4-tert-butyl-α-methylhydrocinnamaldehyde C(C)(C)(C)C1=CC=C(CC(C=O)C)C=C1